N[C@H]1[C@H](N(CC[C@H]1F)C(=O)O)CC1=C(C(=CC=C1)Br)F.C[Si](C1=CC=C(C=C1)C=C)(OC)C |r| dimethylmethoxy(4-vinylphenyl)silane (rac)-(2r,3s,4r)-3-amino-2-(3-bromo-2-fluorobenzyl)-4-fluoropiperidine-1-carboxylate